(3-(4,4,5,5-tetramethyl-1,3,2-dioxaborolan-2-yl)benzyl)ethanesulfonamide CC1(OB(OC1(C)C)C=1C=C(CC(C)S(=O)(=O)N)C=CC1)C